[I-].C(CCCCCCC)N1CN(C=C1)C 1-octyl-3-methylimidazole iodide